1-[5-[(2-bromo-4-pyridyl)methoxy]-2,4-dichloro-phenyl]-3-[(1S)-1-(2-pyrimidin-2-yl-1,2,4-triazol-3-yl)ethyl]urea BrC1=NC=CC(=C1)COC=1C(=CC(=C(C1)NC(=O)N[C@@H](C)C=1N(N=CN1)C1=NC=CC=N1)Cl)Cl